bis(4-amino-3,5-di-methylcyclohexyl)methane tert-butyl-5-(5-chloro-2-nitropyridin-4-yl)isoindoline-2-carboxylate C(C)(C)(C)OC(=O)N1CC2=CC=C(C=C2C1)C1=CC(=NC=C1Cl)[N+](=O)[O-].NC1C(CC(CC1C)CC1CC(C(C(C1)C)N)C)C